CN1CNC2N1C=C(C(N2)C)C(=O)O 1,2,3,4-tetrahydro-1,5-dimethyl-[1,2,4]Triazolo[1,5-a]pyrimidine-6-carboxylic acid